C(C)(C)(C)OC(=O)NCC=1C=C(C=CC1)N1N=C(C=C1C(=O)O)C(N)=O (3-((tert-butoxycarbonylamino)methyl)phenyl)-3-carbamoyl-1H-pyrazole-5-carboxylic acid